C(C1=CC=CC=C1)C=1NC(=NN1)C(=O)N[C@@H]1C(N(C=2N(CC1)N=C(C2)C)C)=O (S)-5-benzyl-N-(2,4-dimethyl-5-oxo-5,6,7,8-tetrahydro-4H-pyrazolo[1,5-a][1,3]diazepin-6-yl)-4H-1,2,4-triazole-3-carboxamide